2-chloro-N-((1r,4r)-4-methoxycyclohexyl)pyrimidine-4-carboxamide ClC1=NC=CC(=N1)C(=O)NC1CCC(CC1)OC